COC(COC)OCCCOC 1,2,3-trimethoxyethoxypropane